(2-aminoethyl)(trimethoxy)silane NCC[Si](OC)(OC)OC